(S)-(5-(difluoromethyl)-1-methyl-1H-pyrazol-4-yl)(4-(4-fluorobenzo[d]thiazol-2-yl)-6,7-dihydro-1H-imidazo[4,5-c]pyridin-5(4H)-yl)methanone FC(C1=C(C=NN1C)C(=O)N1[C@@H](C2=C(CC1)NC=N2)C=2SC1=C(N2)C(=CC=C1)F)F